C(C)C1(C(N[C@H](C1)CO)=O)CC (R)-3,3-diethyl-5-(hydroxymethyl)pyrrolidin-2-one